N1C[C@H](CCC1)NC(OC(C)(C)C)=O tert-butyl (3S)-piperidin-3-ylcarbamate